BrC1=C(C=NC=2NC=3CC(N(C(C3C(C21)(C2=CC=CC=C2)C)=O)C)(C)C)I 4-bromo-3-iodo-5,7,8,8-tetramethyl-5-phenyl-9,10-dihydropyrido[2,3-b][1,6]naphthyridin-6-one